(3S)-1-[2-[4-(2-chlorophenyl)-2-oxo-chromen-7-yl]oxypropionyl]pyrrolidine-3-carboxylic acid ClC1=C(C=CC=C1)C1=CC(OC2=CC(=CC=C12)OC(C(=O)N1C[C@H](CC1)C(=O)O)C)=O